CN(CCCNS(=O)(=O)C1=CC(=CC=C1)OC[C@H](CNC1COC2(C1)CCN(CC2)S(=O)(=O)C2=CC1=C(OCC(N1)=O)C=C2)O)C N-(3-(dimethylamino)propyl)-3-((2S)-2-hydroxy-3-(8-(3-oxo-3,4-dihydro-2H-benzo[b][1,4]oxazin-6-ylsulfonyl)-1-oxa-8-azaspiro[4.5]dec-3-ylamino)propoxy)benzenesulfonamide